4-(2,4-difluorophenoxy)-N-(pyridin-3-yl)-6-(trifluoromethyl)-nicotinamide FC1=C(OC2=CC(=NC=C2C(=O)NC=2C=NC=CC2)C(F)(F)F)C=CC(=C1)F